N-(3,4-dichloro-2-fluorophenyl)-7-methoxy-2-methyl-6-(piperidin-4-yloxy)quinazolin-4-amine ClC=1C(=C(C=CC1Cl)NC1=NC(=NC2=CC(=C(C=C12)OC1CCNCC1)OC)C)F